O[C@H](CN(C(CC=1C=NC(=CC1)C(F)(F)F)=O)CC1CCN(CC1)C)C=1C=NC=CC1 N-[(2S)-2-hydroxy-2-(3-pyridyl)ethyl]-N-[(1-methyl-4-piperidyl)methyl]-2-[6-(trifluoromethyl)-3-pyridyl]acetamide